3-(2,3-epoxypropoxy)propylmethyldiethoxysilane C(C1CO1)OCCC[Si](OCC)(OCC)C